O1CCC(CC1)NC1=CC2=C(C=N1)C=C(N2COCC[Si](C)(C)C)C2=C(C=CC=C2)C N-(tetrahydro-2H-pyran-4-yl)-2-(o-tolyl)-1-((2-(trimethylsilyl)ethoxy)methyl)-1H-pyrrolo[3,2-c]Pyridin-6-amine